C1(=CC=CC=C1)N(C(\C=C\C1=CC=C(C=C1)C)=O)CC1OCCC1 (E)-N-phenyl-3-(p-tolyl)-N-(tetrahydrofuran-2-ylmethyl)prop-2-enamide